ClC=1N=C(NC1[C@H]1[C@H](CN(CC1)S(=O)(=O)C=CC(=O)N)C)C1=NC=C(C=C1)F 3-[[(3R,4R)-4-[4-Chloro-2-(5-fluoro-2-pyridyl)-1H-imidazol-5-yl]-3-methyl-1-piperidyl]sulfonyl]propenamide